FC1=C(C=CC(=C1)C1=NN(C=N1)C1=NC=C(C=C1)C(F)(F)F)NC(=O)\N=C\1/SCC(N1C1=C(C=CC(=C1)OC)C(C)C)=O (Z)-1-(2-fluoro-4-(1-(5-(trifluoromethyl)pyridin-2-yl)-1H-1,2,4-triazol-3-yl)phenyl)-3-(3-(2-isopropyl-5-methoxyphenyl)-4-oxothiazolidin-2-ylidene)urea